5-hydroxycytosine OC=1C(=NC(NC1)=O)N